(4S)-7-(3,5-dimethylisoxazol-4-yl)-4-pyridin-2-yl-2-pyrrolidin-1-yl-4,5-dihydroimidazo[1,5,4-de][1,4]benzoxazine CC1=NOC(=C1C1=CC=C2C=3N([C@H](COC31)C3=NC=CC=C3)C(=N2)N2CCCC2)C